diethylamine diphenyl-ethyl-butenoate hydrochloride Cl.C1(=CC=CC=C1)CC(=C(C(=O)O)CC)C1=CC=CC=C1.C(C)NCC